C1(CC1)[C@@H](COC)N(C(OC(C)(C)C)=O)CC=1N=NC(=CC1)N1CCOCC1 tert-butyl (S)-(1-cyclopropyl-2-methoxyethyl)((6-morpholinopyridazin-3-yl)methyl)carbamate